3-((tetrahydro-2H-pyran-2-yl)methoxyphenyl)propan-1-ol O1C(CCCC1)COC1=C(C=CC=C1)CCCO